C(C)(C)(C)OC(=O)N1C=CC=C1 1H-pyrrole-1-carboxylic acid tert-butyl ester